SP(=S)=S sulfanyl-sulfido-thioxo-phosphine